C(C)(C)(C)OC(=O)N1CCC=2C=C(C=NC2C1)C(F)(F)F 3-(trifluoromethyl)-6,8-dihydro-5H-1,7-naphthyridine-7-carboxylic acid tert-butyl ester